3-(benzo[d][1,3]dioxol-5-yl)-N-(2-ethynyl-thiazol-4-yl)propanamide O1COC2=C1C=CC(=C2)CCC(=O)NC=2N=C(SC2)C#C